1-((3R,4S)-3-fluoro-4-((5-(4-fluoro-1-(2-fluoroethyl)-1H-benzo[d]imidazol-6-yl)-4-methoxypyrrolo[2,1-f][1,2,4]triazin-2-yl)amino)piperidin-1-yl)-2-hydroxyethan-1-one F[C@@H]1CN(CC[C@@H]1NC1=NN2C(C(=N1)OC)=C(C=C2)C=2C=C(C1=C(N(C=N1)CCF)C2)F)C(CO)=O